8'-(6-(3-(Dimethylamino)propoxy)-5-isopropoxypyridin-3-yl)-3'-methylspiro[cyclopropane-1,1'-pyrrolo[2,3-c]quinolin] CN(CCCOC1=C(C=C(C=N1)C1=CC=2C3=C(C=NC2C=C1)N(CC31CC1)C)OC(C)C)C